N-(3-bromophenyl)-1H-benzimidazole-2-carboxamide BrC=1C=C(C=CC1)NC(=O)C1=NC2=C(N1)C=CC=C2